((1R,5S,6s)-6-((4-(2-aminopropan-2-yl)-6-(2-chloro-4-fluorophenyl)pyridin-2-yl)oxy)-3-azabicyclo[3.1.0]hexan-3-yl)(1-methyl-3-(pyrimidin-2-yl)-1H-pyrazol-5-yl)methanone NC(C)(C)C1=CC(=NC(=C1)C1=C(C=C(C=C1)F)Cl)OC1[C@@H]2CN(C[C@H]12)C(=O)C1=CC(=NN1C)C1=NC=CC=N1